3-(3-Methyl-2-oxo-5-[3-[2-(prop-2-yn-1-yl-oxy)ethoxy]prop-1-yn-1-yl]-1,3-benzodiazol-1-yl)piperidine-2,6-dione CN1C(N(C2=C1C=C(C=C2)C#CCOCCOCC#C)C2C(NC(CC2)=O)=O)=O